N-((1-(dimethylamino)cyclobutyl)methyl)-8-fluoro-2-((tetrahydro-1H-pyrrolizin-7a(5H)-yl)methoxy)pyrido[4,3-d]pyrimidine-4-amine CN(C1(CCC1)CNC=1C2=C(N=C(N1)OCC13CCCN3CCC1)C(=CN=C2)F)C